7,8-difluoro-7,8-dihydrothieno[2,3-c][2]benzothiepin-10-ol FC1C(C=2C(=CC3=C(S(C2)O)SC=C3)C=C1)F